2'-Bromo-4-hydroxy-5',6-dimethyl-2H-[1,4'-bipyridinyl]-2-one BrC1=NC=C(C(=C1)N1C(C=C(C=C1C)O)=O)C